6-amino-2-((1-methylpiperidin-4-yl)oxy)-5-(trifluoromethyl)pyridin-3-amine NC1=C(C=C(C(=N1)OC1CCN(CC1)C)N)C(F)(F)F